ClC=1C=C(C=CC1F)NC(N(C(C)C1=CN=C(C2=CC=CC=C12)OC)C1CC1)=O 3-(3-chloro-4-fluorophenyl)-1-cyclopropyl-1-(1-(1-methoxyisoquinolin-4-yl)ethyl)urea